CC(C)(C)[S@@](=O)N[C@H](C)C1=CC(=CC(=C1)C(F)(F)F)C (R)-2-methyl-N-((R)-1-(3-methyl-5-(trifluoromethyl)phenyl)ethyl)propane-2-sulfinamide